CC1=CC=C(C=C1)S(=O)(=O)N1C(C(=C(C=C1)CN1CCN(CC1)C1=CC=CC=C1)O)=O 1-(4'-Methylbenzenesulfonyl)-3-hydroxy-4-(4-phenylpiperazin-1-ylmethyl)-pyridin-2(1H)-one